methyl 8-((tert-butyldimethylsilyl)oxy)-2-(3-iodophenyl)-2,7,7-trimethyloctanoate [Si](C)(C)(C(C)(C)C)OCC(CCCCC(C(=O)OC)(C)C1=CC(=CC=C1)I)(C)C